benzyl 4-(2-(4-(3-(difluoromethyl)-4-(5-morpholinopyrazolo[1,5-a]pyrimidine-3-carboxamido)-1H-pyrazol-1-yl)piperidin-1-yl)ethoxy)piperidine-1-carboxylate FC(C1=NN(C=C1NC(=O)C=1C=NN2C1N=C(C=C2)N2CCOCC2)C2CCN(CC2)CCOC2CCN(CC2)C(=O)OCC2=CC=CC=C2)F